6-(1-(ethylsulfonyl)piperidin-4-yl)-4-(4-methoxyphenyl)-1-methyl-1H-imidazo[4,5-c]pyridine C(C)S(=O)(=O)N1CCC(CC1)C1=CC2=C(C(=N1)C1=CC=C(C=C1)OC)N=CN2C